acrylamido-N-((4,6-diethyl-2-oxo-1,2-dihydropyridin-3-yl)methyl)-4-methyl-4'-(trifluoromethoxy)-[1,1'-biphenyl]-3-carboxamide C(C=C)(=O)NC1=C(C=CC(=C1C(=O)NCC=1C(NC(=CC1CC)CC)=O)C)C1=CC=C(C=C1)OC(F)(F)F